tri(beta-methoxyethoxy)Silane COCCO[SiH](OCCOC)OCCOC